COC=1C(=CC=2C(N1)=NN(C2)C)NC(OC2=CC=CC=C2)=O phenyl (6-methoxy-2-methyl-2H-pyrazolo[3,4-b]pyridin-5-yl)carbamate